FC1=C(C(=CC=C1C=1N=CN(C1)C1=CC=C(C=C1)F)O)N1CC(NS1(=O)=O)=O 5-(2-fluoro-3-(1-(4-fluorophenyl)-1H-imidazol-4-yl)-6-hydroxyphenyl)-1,2,5-thiadiazolidin-3-one 1,1-dioxide